FC1([C@H](C2=C(N(N=C2C(F)(F)F)CC[C@H](C(F)(F)F)OC)[C@@H]1F)O)F (4S,6S)-5,5,6-trifluoro-1-[(3R)-4,4,4-trifluoro-3-methoxybutyl]-3-(trifluoromethyl)-4,6-dihydrocyclopenta[c]pyrazol-4-ol